[Br-].CSC dimethyl sulfide bromide